2-(2-(cyclopropanesulfonylamino)pyrimidin-4-yl)-N-(5-(6-ethoxypyrazin-2-yl)pyridin-2-yl)-2-fluoro-3-methylbutanamide C1(CC1)S(=O)(=O)NC1=NC=CC(=N1)C(C(=O)NC1=NC=C(C=C1)C1=NC(=CN=C1)OCC)(C(C)C)F